C(C)O[Si](CCCSSCCC[Si](OCC)(OCC)OCC)(OCC)OCC bis(3-triethoxysilyl-propyl)disulphide